C(C)(=O)N1CCC(CC1)(O)C=1C(N(C2=C(C(=NC(=C2C1)NC(C)C1=C(C(=CC=C1)C(F)F)F)C)CCC(C)C)C)=O 4-(3-(1-acetyl-4-hydroxypiperidin-4-yl)-5-((1-(3-(difluoromethyl)-2-Fluorophenyl)ethyl)amino)-1,7-dimethyl-2-oxo-1,2-dihydro-1,6-naphthyridin-8-yl)-2-methylbutan